8-METHOXYQUINOLINE-7-BORONIC ACID COC=1C(=CC=C2C=CC=NC12)B(O)O